Din-Octadecyl-amin C(CCCCCCCCCCCCCCCCC)NCCCCCCCCCCCCCCCCCC